3,6-dioxaheptanoic acid C(COCCOC)(=O)O